(1aR,5aR)-2-(2,4-Difluoro-phenyl)-1a,2,5,5a-tetrahydro-1H-2,3-diaza-cyclopropa[a]pentalene-4-carboxylic acid pyrimidin-4-ylamide N1=CN=C(C=C1)NC(=O)C=1C=2C[C@@H]3[C@H](C2N(N1)C1=C(C=C(C=C1)F)F)C3